N-(2-(((1R,4R)-4-ethoxycyclohexyl)amino)-8-(4-fluoro-3-hydroxyphenyl)pyrido[4,3-d]pyrimidine-5-yl)benzamide C(C)OC1CCC(CC1)NC=1N=CC2=C(N1)C(=CN=C2NC(C2=CC=CC=C2)=O)C2=CC(=C(C=C2)F)O